BrC=1NC(=C(N1)C(=O)OC)C(=O)OC Dimethyl 2-bromo-1H-imidazole-4,5-dicarboxylate